[OH-].[OH-].C(CCC)[Zr+2]CCCC di-n-butylzirconium dihydroxide